[Ir].[Cu] Copper-iridium